O[C@H]1[C@@H](CCCC1)NC=1N=NC(=C(C1CNC(OC(C)(C)C)=O)C)C1=C(C=C(C=C1)C(F)(F)F)O tert-butyl [(3-{[(1R,2R)-2-hydroxycyclohexyl]amino}-6-[2-hydroxy-4-(trifluoromethyl)phenyl]-5-methylpyridazin-4-yl)methyl]carbamate